C(C)(C)N(P(=O)(N(C(C)C)C(C)C)OCCC#N)C(C)C 3-((bis(diisopropylamino)phosphoryl)oxy)propionitrile